Methyl 5-(N,N-dimethylsulfamoyl)-3-methoxy-2-naphthoate CN(S(=O)(=O)C1=C2C=C(C(=CC2=CC=C1)C(=O)OC)OC)C